4-(5-[4-(piperazin-1-yl)phenyl]thiophen-2-ylmethyl)-2,4-dihydro-3H-1,2,4-triazol-3-one hydrochloride Cl.N1(CCNCC1)C1=CC=C(C=C1)C1=CC=C(S1)CN1C(NN=C1)=O